CC1=C(C(=CC=C1)C)NC1=NN(C2=NC(=NC=C21)NC2=CC=C1CCN(CC1=C2)CC2CCN(CC2)C(CNC=2C=C1CNC(C1=CC2)=O)=O)C 5-((2-(4-((7-((3-((2,6-dimethylphenyl)amino)-1-methyl-1H-pyrazolo[3,4-d]pyrimidine-6-yl)amino)-3,4-dihydroisoquinolin-2(1H)-yl)methyl)piperidin-1-yl)-2-oxoethyl)amino)-1-oxoisoindoline